FC=C(C=CC)F 1,2-difluoropenta-1,3-diene